(R)-2',3',4',4a',5',6'-Hexahydro-1'H-spiro[cyclobutan-1,7'-naphtho[1,8-cd]azepin] C1NCC[C@@H]2C=3C1=CC=CC3C3(CC2)CCC3